[I-].C[N+]1=C(SC2=C1C=CC=C2C)C=CC2=CC=C(C=C2)N2CCCCC2 3,7-dimethyl-2-(4-(piperidin-1-yl)styryl)benzo[d]thiazol-3-ium iodide